3-{2-Methoxy-4-[(6-phenyl-5-hexynylcarbonylamino)methyl]phenoxycarbonyl}propionic acid COC1=C(OC(=O)CCC(=O)O)C=CC(=C1)CNC(=O)CCCCC#CC1=CC=CC=C1